N-((6-(3,8-Diazabicyclo[3.2.1]octan-8-yl)pyridin-2-yl)methyl)-5-(tetrahydro-2H-pyran-4-yl)-7H-pyrrolo[2,3-d]pyrimidin-4-amine C12CNCC(CC1)N2C2=CC=CC(=N2)CNC=2C1=C(N=CN2)NC=C1C1CCOCC1